3-((2-methoxyethoxy)carbonyl)-8-(4-(4-(trifluoromethoxy)-phenoxy)benzoyl)-3,8-diazabicyclo[3.2.1]octane-1-carboxylic acid COCCOC(=O)N1CC2(CCC(C1)N2C(C2=CC=C(C=C2)OC2=CC=C(C=C2)OC(F)(F)F)=O)C(=O)O